3-(2-cyclopropyl-6-methyl-phenoxy)-pyridazin-4-ol C1(CC1)C1=C(OC=2N=NC=CC2O)C(=CC=C1)C